2-Spiro-9,9'-bifluorenyldiazonium C1=C(C=CC=2C3=CC=CC=C3C3(C4=CC=CC=C4C4=CC=CC=C43)C12)[N+]#N